Hexane-3-carboxamide hydrochloride Cl.CCC(CCC)C(=O)N